C(C)(C)C1=CC=CC(=N1)NC1=CC=C2C=CNC2=C1 N-(6-isopropylpyridin-2-yl)-1H-indol-6-amine